2-amino-6-borono-2-(2-(3-(morpholinosulfonyl)phenoxy)ethyl)hexanoic acid NC(C(=O)O)(CCCCB(O)O)CCOC1=CC(=CC=C1)S(=O)(=O)N1CCOCC1